C1(=CC=CC=C1)C1=NC=CC=C1[Ir+]C=1C(=NC=CC1)C1=CC=CC=C1 bis(2-phenylpyridyl)iridium (III)